Cl.NC/C(/CN1N=C2N(C=CC(=C2)C=2C=NC(=CC2)C(F)(F)F)C1=O)=C\F 2-[(2E)-2-(aminomethyl)-3-fluoroprop-2-en-1-yl]-7-[6-(trifluoromethyl)pyridin-3-yl][1,2,4]triazolo[4,3-a]pyridin-3(2H)-one hydrochloride